C1(CC1)C1=C(C=CC(=C1)N1CCNCC1)NC1=NC=C(C(=N1)NCCCN1C(OCCC1)=O)C(F)(F)F 3-(3-((2-((2-cyclopropyl-4-(piperazin-1-yl)phenyl)amino)-5-(trifluoromethyl)pyrimidin-4-yl)amino)propyl)-1,3-oxazinan-2-one